FC(C(=O)O)(F)F.NCCCCC(=O)O 5-aminopentanoic acid-trifluoroacetic acid salt